[1,3]Oxathiolane 3-oxide O1CS(CC1)=O